7H-PYRAZOLO[3,4-D]TRIAZINE-2-OXIDE N1=[N+](N=CC2=C1NN=C2)[O-]